(6R,7aS)-6-(2-hydroxyethoxy)tetrahydro-1H-pyrrolo[1,2-c]imidazole-1,3(2H)-dione OCCO[C@@H]1C[C@@H]2N(C(NC2=O)=O)C1